2,8-diazabicyclo-(4.3.0)-nonane C12NCCCC2CNC1